[Na].CS(=O)(=O)OC1=CC(=CC=C1)C1OCCC1 (3-(tetrahydrofuran-2-yl) phenyl) methylsulfonate sodium